methyl (2S)-Bromoglutarate Br[C@H](C(=O)OC)CCC(=O)[O-]